(1,1-dioxido-2,3-dihydrothiophen-3-yl)-2-oxo-1,2-dihydroquinoline-3,8-dicarboxamide O=S1(CC(C=C1)N1C(C(=CC2=CC=CC(=C12)C(=O)N)C(=O)N)=O)=O